4'-((2-butyl-4-oxo-4,5,6,7-tetrahydro-3H-pyrrolo[3,4-d]pyrimidin-3-yl)methyl)-N-(4,5-dimethylisoxazol-3-yl)-2'-(ethoxymethyl)-[1,1'-biphenyl]-2-sulfonamide C(CCC)C=1N(C(C2=C(N1)CNC2)=O)CC2=CC(=C(C=C2)C=2C(=CC=CC2)S(=O)(=O)NC2=NOC(=C2C)C)COCC